C(C)(C)(C)C1=CC(=C(C=C1)NCC#CC=1N(C=2C=CC=C(C2C1)NC1CCN(CC1)C)CC(F)(F)F)F 2-{3-[(4-tert-butyl-2-fluorophenyl)-amino]prop-1-yn-1-yl}-N-(1-methylpiperidin-4-yl)-1-(2,2,2-trifluoroethyl)-1H-indol-4-amine